1-[3-acetyl-6-[6-(6-methylpyridazin-3-yl)sulfanylpyrazolo[1,5-a]pyridin-3-yl]pyridin-2-yl]-5-methylpyrazole-3-carbonitrile C(C)(=O)C=1C(=NC(=CC1)C=1C=NN2C1C=CC(=C2)SC=2N=NC(=CC2)C)N2N=C(C=C2C)C#N